COC(=O)C1=C(N=NC(=C1C)I)OC1=C(C=C(C=C1)C)F 3-(2-fluoro-4-methyl-phenoxy)-6-iodo-5-methyl-pyridazine-4-carboxylic acid methyl ester